N1(N=CC=C1)C1=CC=C(CN2C3=NC(=NC=C3NC2=O)C2=C(C=CC=C2)OCC(F)(F)F)C=C1 9-(4-(1H-pyrazol-1-yl)benzyl)-2-(2-(2,2,2-trifluoroethoxy)phenyl)-7,9-dihydro-8H-purin-8-one